S(N)(=O)(=O)C1CN(CC1)C(=O)OC(C)(C)C tert-butyl 3-sulfamylpyrrolidine-1-carboxylate